N[C@H](C=1N=C2N(N=CC(=C2)[C@H](NC(CCC(F)(F)F)=O)C2CC2)C1)C1CCC(CC1)(F)F N-((R)-(2-((S)-amino(4,4-difluorocyclohexyl)methyl)imidazo[1,2-b]pyridazin-7-yl)(cyclopropyl)methyl)-4,4,4-trifluorobutanamide